CC(CCCCCC)OP(O)(=O)CC(CCCC)CC (1-methyl-heptyl)(2-ethyl-hexyl)phosphonic acid